[Mn].[K].NCC(O)C1=CC(=C(C=C1)OC)N 2-amino-1-(3-amino-4-methoxyphenyl)ethan-1-ol potassium manganese